C(C)(C)(C)OC(NCC1(CCN(CC1)C1=NC=C(N=C1)SC1=C(C(=CC=C1)NC1CNC1)Cl)C)=O ((1-(5-((3-(azetidin-3-ylamino)-2-chlorophenyl)thio)pyrazin-2-yl)-4-methylpiperidin-4-yl)methyl)carbamic acid tert-butyl ester